lithium monocrotonate C(\C=C\C)(=O)[O-].[Li+]